[Gd+3].C(CCCC(=O)O)(=O)O.C(CCCC(=O)O)(=O)O.C(CCCC(=O)O)(=O)O triglutaric acid gadolinium (III)